1-azaspiro[4.5]decane-8-yl-2H-indazole-5-carboxamide N1CCCC12CCC(CC2)N2N=C1C=CC(=CC1=C2)C(=O)N